N-((S)-4-methyl-5-oxo-5,6,7,8-tetrahydro-4H-pyrazolo[1,5-a][1,3]diazepin-6-yl)-1-(((1R,3S)-3-methylcyclobutyl)methyl)-1H-1,2,4-triazole-3-carboxamide CN1C=2N(CC[C@@H](C1=O)NC(=O)C1=NN(C=N1)CC1CC(C1)C)N=CC2